CN(C(C(C)C1=CC=CC=C1)=O)C N,N-dimethyl-alpha-methyl-phenylacetamide